COC1=CC=C(C=C1)C(C)NC(=O)C1=NC(=NC2=CC=CC=C12)C N-(1-(4-methoxyphenyl)ethyl)-2-methylquinazoline-4-carboxamide